C1C(CC12CCNCC2)N2CCC(CC2)N2N=C(C=1C2=NC=NC1N)C1=CC=C(C=C1)OC1=CC=CC=C1 1-(1-(7-azaspiro[3.5]nonan-2-yl)piperidin-4-yl)-3-(4-phenoxyphenyl)-1H-pyrazolo[3,4-d]pyrimidin-4-amine